N-(trans-4-hydroxycyclohexyl)-8-(2-(2,2,2-trifluoroethoxy)phenyl)-6-(trifluoromethyl)imidazo[1,2-a]pyridine-2-carboxamide O[C@@H]1CC[C@H](CC1)NC(=O)C=1N=C2N(C=C(C=C2C2=C(C=CC=C2)OCC(F)(F)F)C(F)(F)F)C1